2-(2-chlorophenoxy)butan-2-ol ClC1=C(OC(C)(CC)O)C=CC=C1